6-((2-methoxy-4-(4-(methylsulfonyl)piperazin-1-yl)phenyl)amino)-2,4,9-trimethyl-4,9-dihydro-10H-pyrimido[5,4-b]thiazolo[5,4-e][1,4]diazepin-10-one COC1=C(C=CC(=C1)N1CCN(CC1)S(=O)(=O)C)NC=1N=CC=2N(C(C3=C(N(C2N1)C)SC(=N3)C)=O)C